5-Amino-2,2-difluorobenzo[d][1,3]dioxole NC1=CC2=C(OC(O2)(F)F)C=C1